3-hydroxylphenylboronic acid OC=1C=C(C=CC1)B(O)O